FC1=C(C=CC(=C1)OC(F)(F)F)C=1C=C(C=C2C=C(C=NC12)C(=O)N[C@@H](CO)C)OC (R)-8-(2-fluoro-4-(trifluoromethoxy)phenyl)-N-(1-hydroxypropan-2-yl)-6-methoxyquinoline-3-carboxamide